ClC1=C(C=C(N=N1)N[C@H]1CNCCC1)C (R)-6-chloro-5-methyl-N-(piperidin-3-yl)pyridazin-3-amine